tert-butyl (1-(3-(6-carbamoyl-3,4-dihydroquinolin-1(2H)-yl)-1-(4-methoxybenzyl)-1H-pyrazolo[3,4-b]pyrazin-6-yl)-4-methylpiperidin-4-yl)carbamate C(N)(=O)C=1C=C2CCCN(C2=CC1)C1=NN(C2=NC(=CN=C21)N2CCC(CC2)(C)NC(OC(C)(C)C)=O)CC2=CC=C(C=C2)OC